N1(CCCC1)[Si](OC)(OC)N1CCCC1 bis(pyrrolidinyl)-dimethoxysilane